FC1=CC=C(C=C1)N1CCN(CC1)CC[C@@H]1N(C(C2(C1)CCN(CC2)C(=O)OC(C)(C)C)=O)C tert-butyl (R)-3-(2-(4-(4-fluorophenyl)piperazin-1-yl)ethyl)-2-methyl-1-oxo-2,8-diazaspiro[4.5]decane-8-carboxylate